tert-butyl (2S,4R)-4-hydroxy-2-({[2-hydroxy-4-(4-methyl-1,3-thiazol-5-yl)phenyl]methyl}carbamoyl)pyrrolidine-1-carboxylate O[C@@H]1C[C@H](N(C1)C(=O)OC(C)(C)C)C(NCC1=C(C=C(C=C1)C1=C(N=CS1)C)O)=O